OC1C(CC12CCN(CC2)C(CC2=NN=NN2)=O)C2N1C(C=3C=CC=CC23)=CN=C1 1-[3-hydroxy-2-(5H-imidazo[1,5-b]isoindol-5-yl)-7-azaspiro[3.5]nonan-7-yl]-2-(1H-tetrazol-5-yl)ethanone